1-(quinolin-6-yl)thiourea N1=CC=CC2=CC(=CC=C12)NC(=S)N